2-ethoxy-5-(trifluoromethoxy)benzaldehyde C(C)OC1=C(C=O)C=C(C=C1)OC(F)(F)F